N(=C=O)C=1C=C(C=CC1C)NC(OCCCCOC(NC1=CC(=C(C=C1)C)N=C=O)=O)=O butane-1,4-diyl bis((3-isocyanato-4-methylphenyl) carbamate)